FC1=CC=C2C(=CC=NC2=C1)O 7-Fluoroquinolin-4-ol